C(#N)N1C[C@]2(CC2C1)NC(=O)C1=NNC(=C1)C=1C=NC=CC1NC1=CC=C(C=C1)F N-((1R)-3-cyano-3-azabicyclo[3.1.0]hexan-1-yl)-5-(4-((4-fluorophenyl)amino)pyridin-3-yl)-1H-pyrazole-3-carboxamide